CNC(=O)C1=NC=CC(=C1)OC1=CC=C(C=C1)NC(=O)N 4-(2-(N-methylcarbamoyl)4-pyridyloxy)phenylurea